C(C)(C)(C)OC(=O)N1[C@@H](CC[C@@H](C1)O)C(=O)O (2S,5S)-1-(tert-butyloxycarbonyl)-5-hydroxypiperidine-2-carboxylic acid